N2-((3-exo)-8-((2-methoxyethyl)sulfonyl)-8-azabicyclo[3.2.1]octan-3-yl)-N4-(5-methyl-1H-pyrazol-3-yl)quinazoline-2,4-diamine COCCS(=O)(=O)N1C2CC(CC1CC2)NC2=NC1=CC=CC=C1C(=N2)NC2=NNC(=C2)C